tert-butyl (R)-2-(5-methyl-6-(oxazol-2-yl)-2,4-dioxo-1,4-dihydrothieno[2,3-d]pyrimidin-3(2H)-yl)propanoate CC1=C(SC=2NC(N(C(C21)=O)[C@@H](C(=O)OC(C)(C)C)C)=O)C=2OC=CN2